N-((1R,5S)-3-(6-chloro-1H-indazol-4-yl)-3-azabicyclo[3.1.0]hexan-6-yl)acetamide ClC1=CC(=C2C=NNC2=C1)N1C[C@@H]2C([C@@H]2C1)NC(C)=O